N-[(2,4-dimethoxyphenyl)methyl]-1-[5-(2-ethyl-5-methyl-pyrazol-3-yl)-4-[(4-methoxyphenyl)methyl]-1,2,4-triazol-3-yl]-6-methyl-imidazo[1,5-a]pyrazine-3-carboxamide COC1=C(C=CC(=C1)OC)CNC(=O)C1=NC(=C2N1C=C(N=C2)C)C2=NN=C(N2CC2=CC=C(C=C2)OC)C=2N(N=C(C2)C)CC